(S)-4-(2,2-diphenylacetyl)-1-(1-phenylcyclohexanecarbonyl)piperazine-2-carboxylic acid C1(=CC=CC=C1)C(C(=O)N1C[C@H](N(CC1)C(=O)C1(CCCCC1)C1=CC=CC=C1)C(=O)O)C1=CC=CC=C1